(Z)-3-benzylthio-3-fluoro-N-phenylacrylamide C(C1=CC=CC=C1)S\C(=C/C(=O)NC1=CC=CC=C1)\F